ClC1=CC(=CC2=CNN=C12)C=O 7-chloro-2H-indazole-5-carbaldehyde